C(C1=CC=CC=C1)OC1=CC=C2C(=C(COC2=C1)C1=C(C=CC=C1)F)C1=CC=C(C=C1)N1CC(C1)C(OC)OC 1-(4-(7-(benzyloxy)-3-(2-fluorophenyl)-2H-chromene-4-yl)phenyl)-3-(dimethoxymethyl)azetidine